CN1C=NC2=C1C=CC=C2[N+](=O)[O-] 1-methyl-4-nitro-1H-benzo[d]imidazol